Methyl (S)-3-(1-(tert-butoxycarbonyl)pyrrolidin-3-yl)-2-oxo-2,3-dihydro-1H-imidazo[4,5-b]pyridine-5-carboxylate C(C)(C)(C)OC(=O)N1C[C@H](CC1)N1C(NC=2C1=NC(=CC2)C(=O)OC)=O